5-butyl-2-cyclohexyl-2,4-dihydro-3H-1,2,4-triazol-3-one C(CCC)C=1NC(N(N1)C1CCCCC1)=O